FC1=CC(=CC2=CC=3C[C@@](CCC3N=C12)(C(C)C)F)C(=O)N[C@H](CCN1CCC2(COC2)CC1)C=1C=NC(=CC1)C1=CN=NC=C1 |r| rac-(7S)-4,7-difluoro-7-isopropyl-N-[rac-(1R)-3-(2-oxa-7-azaspiro[3.5]nonan-7-yl)-1-(6-pyridazin-4-yl-3-pyridyl)propyl]-6,8-dihydro-5H-acridine-2-carboxamide